2-Chloro-5-formyl-4-((furan-2-ylmethyl)amino)-N-methylbenzenesulfonamide ClC1=C(C=C(C(=C1)NCC=1OC=CC1)C=O)S(=O)(=O)NC